tert-butyl 3-[[(1S)-1-benzyloxycarbonyl-2-methyl-propyl]carbamoyl]morpholine-4-carboxylate C(C1=CC=CC=C1)OC(=O)[C@H](C(C)C)NC(=O)C1N(CCOC1)C(=O)OC(C)(C)C